C1(CCC1)N1CC(CCC1)CCCC 1-(cyclobutyl)-3-butylpiperidine